NC1=C(C(=NC=2N1N=C(C2C)C)NCCC2=NC(=CC=C2)CO)C#N 7-amino-5-((2-(6-(hydroxymethyl)pyridin-2-yl)ethyl)amino)-2,3-dimethylpyrazolo[1,5-a]pyrimidine-6-carbonitrile